Ethyl (S)-2-((4-chlorophenyl) thio)-2-phenylacetate ClC1=CC=C(C=C1)S[C@H](C(=O)OCC)C1=CC=CC=C1